C(CCCC)[P+](CCCCC)(CCCCC)CCCCC tetrapentyl-phosphonium